5-(2-hydroxyethylsulfonylamino)-7-(6-azaspiro[2.5]octane-6-yl)imidazo[1,2-a]pyridine-8-Formamide OCCS(=O)(=O)NC1=CC(=C(C=2N1C=CN2)C(=O)N)N2CCC1(CC1)CC2